N1C[C@H](CCC1)[C@](CO)(C)O (S)-2-((S)-piperidin-3-yl)propane-1,2-diol